COC1=CC=C(C=C1)C(OC[C@H]1O[C@H]([C@@H]([C@@H]1CC=O)OC)N1C(NC(C=C1)=O)=O)(C1=CC=CC=C1)C1=CC=C(C=C1)OC 2-((2S,3R,4R,5R)-2-((bis(4-methoxyphenyl)(phenyl)methoxy)methyl)-5-(2,4-dioxo-3,4-dihydro-pyrimidin-1(2H)-yl)-4-methoxytetrahydrofuran-3-yl)-acetaldehyde